C1(CC1)C=1C=2N(N=C(C1C)N1CC=3C=C(C=NC3CC1)C(F)(F)F)C(C=CN2)=O 9-cyclopropyl-8-methyl-7-(3-(trifluoromethyl)-7,8-dihydro-1,6-naphthyridin-6(5H)-yl)-4H-pyrimido[1,2-b]pyridazin-4-one